3-(4-hydroxy-3-methoxyphenyl)-1-propanol OC1=C(C=C(C=C1)CCCO)OC